2-octyl-2,3-dihydrothieno[3,4-B][1,4]dioxin C(CCCCCCC)C1COC=2C(O1)=CSC2